BrC1=CC=C2C(=NN(C2=C1)CCO[Si](C)(C)C(C)(C)C)C 6-bromo-1-{2-[(tert-butyldimethylsilyl)oxy]ethyl}-3-methylindazole